C(C)(=O)C1=C(C(=C(C(=C1F)F)C1=C(C(=C(C(=C1F)F)C(C)=O)F)F)F)F 4,4'-diacetyl-octafluorobiphenyl